2-bromo-6-fluoro-N-hydroxybenzene-1-carboimidoyl chloride BrC1=C(C(=CC=C1)F)C(=NO)Cl